CS(=O)(=O)O.NC1=C2C(=NC=N1)N(N=C2C2=C(C(=C(C=C2)OC)F)F)[C@@H](C)C2=NC1=CC=CC(=C1C(N2C2=CC=CC=C2)=O)Cl (S)-2-(1-(4-amino-3-(2,3-difluoro-4-methoxyphenyl)-1H-pyrazolo[3,4-d]pyrimidin-1-yl)ethyl)-5-chloro-3-phenylquinazoline-4(3H)one methanesulfonate